FC1=NC=CC=C1C=1C=C2C(=CNC2=CC1)C(=O)N1CCC(CC1)C(=O)N 1-(5-(2-fluoropyridin-3-yl)-1H-indole-3-carbonyl)piperidine-4-carboxamide